6-chloro-1-(6-(3-(dimethylamino)azetidin-1-yl)pyridin-3-yl)-7-fluoro-4-oxo-1,4-dihydroquinoline-3-carboxylic acid ClC=1C=C2C(C(=CN(C2=CC1F)C=1C=NC(=CC1)N1CC(C1)N(C)C)C(=O)O)=O